6-(2-chlorophenyl)-2-({4-[(8aR)-hexahydropyrrolo[1,2-a]pyrazin-2(1H)-yl]phenyl}amino)imidazo[1,2-a]pyrimido[5,4-e]pyrimidin-5(6H)-one ClC1=C(C=CC=C1)N1C=2N(C3=C(C1=O)C=NC(=N3)NC3=CC=C(C=C3)N3C[C@@H]1N(CC3)CCC1)C=CN2